ClC=1C=CC(=C(C1)CC(=O)NC1=CC(=NC=C1)C(=O)NC1[C@@H]2CNC[C@H]12)O (1r,5s,6s)-6-{4-[2-(5-Chloro-2-hydroxyphenyl)acetamido]pyridin-2-amido}-3-azabicyclo[3.1.0]hexan